NC1=CC=CC(=N1)S(=O)(=O)NC(=O)C=1C(=NC(=CC1)C1=CCCN(C1)S(=O)(=O)N1CCCCC1)N1C(C[C@@H](C1)C)(C)C N-[(6-Amino-2-pyridyl)sulfonyl]-6-[1-(1-piperidylsulfonyl)-3,6-dihydro-2H-pyridin-5-yl]-2-[(4S)-2,2,4-trimethylpyrrolidin-1-yl]pyridin-3-carboxamid